(S)-N1-(1-(2-(Bicyclo[1.1.1]pentan-1-ylamino)-2-oxoethyl)-2-oxo-1,2-dihydropyridin-3-yl)-N6-ethyl-2-(3-ethylbenzofuran-2-carboxamido)-5-oxohexandiamid C12(CC(C1)C2)NC(CN2C(C(=CC=C2)NC([C@H](CCC(C(=O)NCC)=O)NC(=O)C=2OC1=C(C2CC)C=CC=C1)=O)=O)=O